NC1=NC=C(C=C1/C=C/C(=O)O)C1CC1 (E)-3-(2-amino-5-cyclopropylpyridin-3-yl)acrylic acid